1-(4-isopropylphenyl)ethanone C(C)(C)C1=CC=C(C=C1)C(C)=O